2-methyl-6-((4-methylpyridin-2-yl)amino)-4-((2-(methylsulfonyl)phenyl)amino)-1,2-dihydro-3H-pyrazolo[3,4-b]pyridin-3-one CN1NC2=NC(=CC(=C2C1=O)NC1=C(C=CC=C1)S(=O)(=O)C)NC1=NC=CC(=C1)C